(2-cyclopropylethyl)-4-phenyl-1H-imidazole-1-carboxamide C1(CC1)CCC=1N(C=C(N1)C1=CC=CC=C1)C(=O)N